benzyl (R)-2-hydroxypropanoate O[C@@H](C(=O)OCC1=CC=CC=C1)C